(R)-1-(2-fluoro-3-(1,1,2-trifluoroethyl)phenyl)ethan-1-amine FC1=C(C=CC=C1C(CF)(F)F)[C@@H](C)N